FCCCOC(C(C=C)C=C)=O 2-vinyl-but-3-enoic acid 3-fluoropropyl ester